3-[4-[4-[(2,6-Dioxo-3-piperidyl)amino]phenyl]-1-piperidyl]cyclobutanecarboxylic acid O=C1NC(CCC1NC1=CC=C(C=C1)C1CCN(CC1)C1CC(C1)C(=O)O)=O